2-Ethyl-4-hydroxy-5-methyl-3-furanone C(C)C1OC(=C(C1=O)O)C